ClC=1C(=C(C(=CC1)C(F)F)C1=CN=C(C(=N1)C(=O)NC=1C=NN(C1)[C@H](C)C=1C(=NC(=NC1)N1C([C@@H]2C[C@@H]2C1)=O)C)C)F 6-(3-chloro-6-(difluoromethyl)-2-fluorophenyl)-3-methyl-N-(1-((R)-1-(4-methyl-2-((1R,5s)-2-oxo-3-azabicyclo[3.1.0]hex-3-yl)pyrimidin-5-yl)ethyl)-1H-pyrazol-4-yl)pyrazine-2-carboxamide